3,5-bis(1,1-dimethylethyl)-4-hydroxyphenyloctadecyl propionate C(CC)(=O)OCCCCCCCCCCCCCCCCCCC1=CC(=C(C(=C1)C(C)(C)C)O)C(C)(C)C